2-chloro-4-((2-trifluoromethylbenzyl)amino)pyrimidin-5-carboxamide ClC1=NC=C(C(=N1)NCC1=C(C=CC=C1)C(F)(F)F)C(=O)N